2-[1'-(1H-indazole-5-carbonyl)-4-methyl-2-oxospiro[indole-3,4'-piperidin]-1-yl]-N-[1-(trifluoromethyl)cyclopropyl]acetamide N1N=CC2=CC(=CC=C12)C(=O)N1CCC2(CC1)C(N(C1=CC=CC(=C12)C)CC(=O)NC1(CC1)C(F)(F)F)=O